CN(C)\C=N\C(C[C@@]12C[C@H](N([C@H]2C1)C(=O)OC(C)(C)C)C(=O)OCC1=CC=CC=C1)=O 3-benzyl 2-(tert-butyl) (1S,3S,5S)-5-(2-(((E)-(dimethylamino)methylene)amino)-2-oxoethyl)-2-azabicyclo[3.1.0]hexane-2,3-dicarboxylate